2,3,4,5-tetrafluoro-6-methoxy-N-(2-methyl-4-(4,4,5,5-tetramethyl-1,3,2-dioxaborolan-2-yl)benzyl)benzamide FC1=C(C(=O)NCC2=C(C=C(C=C2)B2OC(C(O2)(C)C)(C)C)C)C(=C(C(=C1F)F)F)OC